FC=1C=NN(C1)C1=CC=C(C=N1)[C@H](C)NC(=O)C1(CCC(CC1)C1=NC(=CC(=N1)C)NC1=NNC(=C1)C)OC N-((S)-1-(6-(4-fluoro-1H-pyrazol-1-yl)pyridin-3-yl)ethyl)-1-methoxy-4-(4-methyl-6-(5-methyl-1H-pyrazol-3-ylamino)pyrimidin-2-yl)cyclohexanecarboxamide